(S)-epoxypropyl phenyl ether C1(=CC=CC=C1)OC[C@@H]1CO1